4,6-difluoro-3,7-dihydroxydibenzo[b,d]thiophene FC1=C(C=CC2=C1SC1=C2C=CC(=C1F)O)O